C(#N)CCC1CC(CCC1)NC1=C2C(=NC=C1C(=O)OCCOC)NC=C2 Racemic-2-methoxyethyl 4-((3-(2-cyanoethyl)cyclohexyl)amino)-1H-pyrrolo[2,3-b]pyridine-5-carboxylate